7-(4-amino-2-fluorophenoxy)-1-cyclopentyl-1,3-dihydro-2H-imidazo[4,5-b]pyridin-2-one NC1=CC(=C(OC2=C3C(=NC=C2)NC(N3C3CCCC3)=O)C=C1)F